3-(2-amino-[1,2,4]triazolo[1,5-a]pyridin-7-yl)-6-chloro-N-(3-(4-chlorophenyl)-3-hydroxypropyl-1,1,3-d3)-2-fluorobenzamide NC1=NN2C(C=C(C=C2)C=2C(=C(C(=O)NC(CC([2H])(O)C3=CC=C(C=C3)Cl)([2H])[2H])C(=CC2)Cl)F)=N1